OC[C@@]1([C@@H](CC([C@H]2[C@H](C(CCC12)=C)CCOC1=CC=CC2=CC=CC=C12)C)O)C (1R,2R,4aS,5R)-1-(hydroxymethyl)-1,4-dimethyl-6-methylene-5-(2-(naphthalene-1-oxy)ethyl)decahydronaphthalen-2-ol